3-(4-Hydroxyphenyl)-1-[2-hydroxy-4-[3,4,5-trihydroxy-6-(hydroxymethyl)oxan-2-yl]oxyphenyl]prop-2-en-1-one OC1=CC=C(C=C1)C=CC(=O)C1=C(C=C(C=C1)OC1OC(C(C(C1O)O)O)CO)O